(2-amino-4-(bromomethyl)phenyl)boronic acid NC1=C(C=CC(=C1)CBr)B(O)O